Cl.Cl.O[C@@H](CNC(CC1CCC(CC1)NC(C)=O)(C)C)C=1C(=NC=CC1)C N-((1S,4s)-4-(2-(((R)-2-Hydroxy-2-(2-methylpyridin-3-yl)ethyl)amino)-2-methylpropyl)cyclohexyl)acetamide dihydrochloride